C[N+](C)(C)CCOP(=O)([O-])OC[C@@H](COC(=O)C/C=C/C=C)OC(=O)CCCCCCCCC/C=C/C=C 1-(3E,5E-hexadienoyl)-2-(11E,13E-tetradecadienoyl)-sn-glycero-3-phosphocholine